FC1=C(C(=O)NC)C=CC(=C1)C=1C=NC=2N(N1)C(=CN2)CC=2C=C1C=C(C=NC1=CC2)C=2C=NN(C2)C 2-fluoro-N-methyl-4-(7-(3-(1-methyl-1H-pyrazol-4-yl)quinolin-6-ylmethyl)imidazo[1,2-b][1,2,4]triazin-2-yl)benzamide